tetracosyl mercaptan C(CCCCCCCCCCCCCCCCCCCCCCC)S